ClC=1C=C2C=CC=C(C2=CC1)N1C(C(C2=CC=CC=C12)(O)C1=CC=C(C=C1)S(=O)(=O)N)=O 4-[1-(6-chloro-1-naphthyl)-3-hydroxy-2-oxo-indolin-3-yl]benzenesulfonamide